CN1CCN(C2=C(C=CC=C12)C)S(=O)(=O)C1=C(C=C(C=C1)C=1C=NC=C(C1)C)C 1,5-dimethyl-4-[2-methyl-4-(5-methylpyridin-3-yl)benzenesulfonyl]-1,2,3,4-tetrahydroquinoxaline